C(C)OC(C(CC)C)=O.BrC1=CC=C(C=C1)S(=O)(=O)N(CC#CC1=CC=CC=C1)CC#CC1C=CC=CC=C1 4-bromo-N-[3-(cyclohepta-2,4,6-trienyl)prop-2-ynyl]-N-(3-phenylprop-2-ynyl)benzenesulfonamide Ethyl-2-methyl-butyrate